(1R,4s)-4-(2-Fluoro-4-methoxy-5-(((3S*,4S*)-3-((3-((trifluoromethyl)sulfonyl)phenyl)carbamoyl)tetrahydro-2H-pyran-4-yl)carbamoyl)phenoxy)-1-methylcyclohexane-1-carboxylic acid FC1=C(OC2CCC(CC2)(C(=O)O)C)C=C(C(=C1)OC)C(N[C@@H]1[C@@H](COCC1)C(NC1=CC(=CC=C1)S(=O)(=O)C(F)(F)F)=O)=O |o1:22,23|